C(C=C)(=O)OC1(CCCCC1)C(C)(C)C t-butylcyclohexyl acrylate